Calcium Sulfat S(=O)(=O)([O-])[O-].[Ca+2]